FC1=C2CN(CC2=CC=C1F)CC=1OC=C(C(C1)=O)OCC1CCN(CC1)S(=O)(=O)C 2-((4,5-Difluoroisoindolin-2-yl)methyl)-5-((1-(methylsulfonyl)piperidin-4-yl)methoxy)-4H-pyran-4-one